FC1(CC(C1)C1=CC=C(C=C1)C1=CC=C(C=C1)OC1=C(N=NN1)C(=O)O)F 5-((4'-(3,3-difluorocyclobutyl)-[1,1'-biphenyl]-4-yl)oxy)-1H-1,2,3-triazole-4-carboxylic acid